BrC1=C2[C@H](CN(CC2=CC=C1)C(=O)OC(C)(C)C)O |r| (RS)-tert-Butyl 5-bromo-4-hydroxy-3,4-dihydroisoquinoline-2(1H)-carboxylate